3-morpholino-4-nitrobenzoyl chloride O1CCN(CC1)C=1C=C(C(=O)Cl)C=CC1[N+](=O)[O-]